Methyl 2-amino-3-methyl-benzoate NC1=C(C(=O)OC)C=CC=C1C